N-[(1S)-1-{4-[(4-cyclopropyl-1,5-naphthyridin-3-yl)amino]phenyl}-2,2,2-trifluoroethyl]-4-(1,3-dioxo-2,3-dihydro-1H-isoindol-2-yl)-N-methylcyclohexane-1-carboxamide C1(CC1)C1=C(C=NC2=CC=CN=C12)NC1=CC=C(C=C1)[C@@H](C(F)(F)F)N(C(=O)C1CCC(CC1)N1C(C2=CC=CC=C2C1=O)=O)C